N-(2-amino-2-oxo-ethyl)-3-[5,7-difluoro-2-(2,3,5,6-tetradeuterio-4-fluoro-phenyl)-1H-indol-3-yl]cyclobutanecarboxamide NC(CNC(=O)C1CC(C1)C1=C(NC2=C(C=C(C=C12)F)F)C1=C(C(=C(C(=C1[2H])[2H])F)[2H])[2H])=O